FC1(CCC2=C1N=C(N=C2N2C[C@H](CC2)CC(=O)N2CCNCC2)N2[C@H](CC2)C)F 2-((R)-1-(7,7-difluoro-2-((S)-2-methylazetidin-1-yl)-6,7-dihydro-5H-cyclopenta[d]pyrimidin-4-yl)pyrrolidin-3-yl)-1-(piperazin-1-yl)ethan-1-one